C(C)OC(C(=C)C)=O.N1C=NC(=C1)C=O (4-imidazolecarboxaldehyde) ethyl-methacrylate